6-bromo-4-fluoro-1H-benzimidazole BrC=1C=C(C2=C(NC=N2)C1)F